2-{(cyclopropylmethyl)[1-(tetrahydro-2H-pyran-2-yl)-1H-pyrazol-4-yl]amino}thiazole-4-carboxylate C1(CC1)CN(C=1SC=C(N1)C(=O)[O-])C=1C=NN(C1)C1OCCCC1